BrC(C(=O)NC1CCCCC1)(F)F 2-bromo-N-cyclohexyl-2,2-difluoroacetamide